phenanthridinium C1=CC=CC2=[NH+]C=C3C=CC=CC3=C12